C(C=C)OCC(C(=O)OCC1CCCO1)=C tetrahydrofurfuryl α-allyloxymethylacrylate